C1=C(C=CC2=CC=CC=C12)N(C1=CC=C(C2=CC=C(N(C3=CC=CC=C3)C3=CC4=CC=CC=C4C=C3)C=C2)C=C1)C1=CC=CC=C1 bis(naphthalen-2-yl)-N,N'-bis(phenyl)-benzidine